1-benzyl-3-methylimidazole-bis(trifluoromethylsulfonyl)imide salt [N-](S(=O)(=O)C(F)(F)F)S(=O)(=O)C(F)(F)F.C(C1=CC=CC=C1)N1CN(C=C1)C